CC1=C(C=C(C=C1)C1=CC=CC=C1)OCC(=O)OC methyl 2-((4-methyl-[1,1'-biphenyl]-3-yl)oxy)acetate